vinyl butanate C(CCC)(=O)OC=C